1-((3R,4S)-3-fluoro-1-propionylpiperidin-4-yl)-3-(4-(trifluoromethoxy)phenyl)urea F[C@@H]1CN(CC[C@@H]1NC(=O)NC1=CC=C(C=C1)OC(F)(F)F)C(CC)=O